ClC=1C=C(C=CC1)C1=CC(=CC=C1)[C@H](C(=O)N1CC2=C(CCC1)N=C(NC2=O)C2(CC2)C=2SC=C(C2)C2CCCCC2)O (R)-6-(2-(3'-chloro-[1,1'-biphenyl]-3-yl)-2-hydroxyacetyl)-2-(1-(4-cyclohexylthiophen-2-yl)cyclopropyl)-3,5,6,7,8,9-hexahydro-4H-pyrimido[5,4-c]azepin-4-one